CN1C2=C(SC(C1=O)CC(=O)NC(C)C=1C=NC=CC1)N=CC=C2 2-(1-methyl-2-oxo-2,3-dihydro-1H-pyrido[2,3-b][1,4]thiazin-3-yl)-N-(1-(pyridin-3-yl)ethyl)acetamide